acrylyl-norleucine C(C=C)(=O)N[C@@H](CCCC)C(=O)O